N-(6-methoxy-2-methyl-1,2,3,4-tetrahydroisoquinolin-7-yl)-7-{[6-(piperazin-1-yl)pyridin-3-yl]methoxy}quinazolin-2-amine COC=1C=C2CCN(CC2=CC1NC1=NC2=CC(=CC=C2C=N1)OCC=1C=NC(=CC1)N1CCNCC1)C